C(C)(=O)C1=CN(C2=CC=C(C=C12)C1=CN=NC=C1)CC(=O)N1[C@@H](C[C@H](C1)F)C(=O)NC=1C=NC=C(C1)Br (2S,4R)-1-(2-(3-acetyl-5-(pyridazin-4-yl)-1H-indol-1-yl)acetyl)-N-(5-bromopyridin-3-yl)-4-fluoropyrrolidine-2-carboxamide